NCC1CC(C1)C(=O)NC1CC(C1)NC(=O)C1=C(C=C(C=C1)NC(=O)C=1N(C(=CN1)C1=C(C(=C(C=C1)OC)F)F)C)Cl N-[4-[[3-[[3-(aminomethyl)cyclobutanecarbonyl]amino]cyclobutyl]carbamoyl]-3-chlorophenyl]-5-(2,3-difluoro-4-methoxy-phenyl)-1-methyl-imidazole-2-carboxamide